FC1=C(C(=CC=C1)O)C1=NC=C2C(=C1)N(CC=C2)C=2C(=NC=CC2C)C(C)C 7-(2-fluoro-6-hydroxyphenyl)-1-(2-isopropyl-4-methylpyridin-3-yl)pyrido[2,3-d]pyridin